(2R,3S)-2-[[4-[2-[[5-(difluoromethyl)pyrazin-2-yl]amino]pyrazolo[1,5-a]pyridin-5-yl]-6-methyl-3-pyridyl]oxymethyl]tetrahydrofuran-3-ol FC(C=1N=CC(=NC1)NC1=NN2C(C=C(C=C2)C2=C(C=NC(=C2)C)OC[C@H]2OCC[C@@H]2O)=C1)F